(E)-3-(3-hydroxy-4-methoxyphenyl)-1-(3,4,5-trimethoxyphenyl)prop-2-en-1-one OC=1C=C(C=CC1OC)/C=C/C(=O)C1=CC(=C(C(=C1)OC)OC)OC